(3S,7S)-5-(3,3-dimethylbutyl)-19-(2,6-dimethylphenyl)-2-oxa-15λ6-thia-5,9,16,18,21-pentaazatetracyclo[15.3.1.13,7.110,14]tricosa-1(21),10(22),11,13,17,19-hexaene-8,15,15-trione CC(CCN1C[C@H]2OC=3C=C(N=C(NS(C4=CC=CC(NC([C@H](C1)C2)=O)=C4)(=O)=O)N3)C3=C(C=CC=C3C)C)(C)C